tetradecatrien-1-ol acetate C(C)(=O)OC=CC=CC=CCCCCCCCC